N-(tert-Butoxycarbonyl)-2,6-dimethylpiperidine C(C)(C)(C)OC(=O)N1C(CCCC1C)C